C=NC(C1=CC=C(C(=O)N)C=C1)=O Methyleneterephthalamide